BrC1=CC=C(C=C1)CC1=CN=C(S1)N 5-[(4-Bromophenyl)methyl]-2-thiazolamine